COC(C1=CC=CC=C1)=O.C=1COOC1 3,4-Dioxole methylbenzoate